tert-butyl 4-[2-[2-[3-[2-[6-methyl-7-oxo-1-(p-tolylsulfonyl) pyrrolo[2,3-c]pyridin-4-yl]-4-nitro-phenoxy]phenoxy]ethoxy]ethoxy]piperidine-1-carboxylate CN1C(C2=C(C(=C1)C1=C(OC=3C=C(OCCOCCOC4CCN(CC4)C(=O)OC(C)(C)C)C=CC3)C=CC(=C1)[N+](=O)[O-])C=CN2S(=O)(=O)C2=CC=C(C=C2)C)=O